ClCCC(=C(C1=CC=CC=C1)C1=CC=C(C=C1)O)C1=CC=CC=C1 4-(4-chloro-1,2-diphenyl-but-1-enyl)phenol